ON1N=NC2=C1N=CC=C2 1-hydroxy-7-aza-benzotriazole